Methyl (R)-6-(2-amino-3-phenylpropoxy)isoquinoline-5-carboxylate dihydrochloride Cl.Cl.N[C@@H](COC1=C(C=2C=CN=CC2C=C1)C(=O)OC)CC1=CC=CC=C1